O=C1C(=CC(=CN1)C=O)C(F)(F)F 6-oxo-5-(trifluoromethyl)-1,6-dihydropyridine-3-carbaldehyde